ClC1=C(C=CC(=C1)NC=1C=2N(C=CN1)C(=CN2)C=2C(=NNC2)C(F)(F)F)C(=O)N2CCN(CC2)C(=O)[C@H]2NCCC2 [2-chloro-4-[[3-[3-(trifluoromethyl)-1H-pyrazol-4-yl]imidazo[1,2-a]pyrazin-8-yl]amino]phenyl]-[4-[(2S)-pyrrolidine-2-carbonyl]piperazin-1-yl]methanone